methyl-4-cyano-benzenesulfinate COS(=O)C1=CC=C(C=C1)C#N